(2-((3-(1H-indol-3-yl)-1-((2-(3-octyldibocguanidino)ethyl)amino)-1-oxopropan-2-yl)carbamoyl)-4-bromophenyl)-2-naphthamide N1C=C(C2=CC=CC=C12)CC(C(=O)NCCN(C(=N)N(CCCCCCCC)C(=O)OC(C)(C)C)C(=O)OC(C)(C)C)NC(=O)C1=C(C=CC(=C1)Br)C1=C(C=CC2=CC=CC=C12)C(=O)N